(2S,2'S)-3,3'-((((2-(3-((S)-2-carboxy-2-((R)-pyrrolidin-3-yl)ethyl)phenoxy)ethyl)azanediyl)bis(ethane-2,1-diyl))bis(3,1-phenylene))bis(2-((R)-pyrrolidin-3-yl)propionic acid) C(=O)(O)[C@@H](CC=1C=C(OCCN(CCC=2C=C(C=CC2)C[C@H](C(=O)O)[C@@H]2CNCC2)CCC=2C=C(C=CC2)C[C@H](C(=O)O)[C@@H]2CNCC2)C=CC1)[C@@H]1CNCC1